O(C1=CC=CC=C1)C1=CC=C(C=C1)C1=CN(C=2N=CN=C(C21)N)[C@@H]2CC[C@H](CC2)N2CCNCC2 5-(4-Phenoxyphenyl)-7-((trans)-4-(piperazin-1-yl)cyclohexyl)-7H-pyrrolo[2,3-d]pyrimidin-4-amine